BrC1=CC2=C([C@H](CO2)N)C=C1 (R)-6-bromo-2,3-dihydrobenzofuran-3-amine